O1CCNC2=C1C(=CC=C2)CN2C[C@@H](N(C[C@H]2C)C2=CC(N(C=1C=CC(=NC21)C#N)C)=O)C 8-[(2S,5R)-4-[(3,4-dihydro-2H-1,4-benzoxazin-8-yl)methyl]-2,5-dimethylpiperazin-1-yl]-5-methyl-6-oxo-5,6-dihydro-1,5-naphthyridine-2-carbonitrile